[Si](C)(C)(C(C)(C)C)OCCCOC1=C(C(=NC=C1)C(C)C)N 3-((tert-Butyldimethylsilyl)oxy)propoxy-2-isopropylpyridin-3-amine